COC(C(C)(C)CC(COC(=O)N1CCC2=CC=CC=C12)=O)=O.FC1(CCN(CCC1)C1=C(C(=O)N)C=CC(=N1)C(F)F)F 2-(4,4-difluoroazepan-1-yl)-6-(difluoromethyl)nicotinamide (1-methoxy-2-methyl-1-oxopropyl-2-oxopropyl)indoline-1-carboxylate